ethylbutane-1,2-diol C(C)C(C(CC)O)O